C(CCC=C)OC1=C(C(=O)[O-])C=CC=C1 pent-4-enoxybenzoate